C1(CC1)C(=O)NC=1SC2=C(C1C(NCC(C)C)=O)CC(CC2)NC(OC(C)(C)C)=O tert-Butyl N-[2-(cyclopropanecarbonylamino)-3-(isobutylcarbamoyl)-4,5,6,7-tetrahydrobenzothiophen-5-yl]carbamate